7-bromo-N-(4-methoxybenzyl)-8-(4-methoxyphenyl)-4,6-dimethylpyrrolo[1,2-a]pyrazin-1-amine BrC=1C(=C2N(C(=CN=C2NCC2=CC=C(C=C2)OC)C)C1C)C1=CC=C(C=C1)OC